C(#N)C=1C(=NC(=NC1)NC1=C(C=C(C(=C1)F)N1CCC(CC1)N(C)C)NC(C=C)=O)NC1=C(C=CC=C1)OC(C)C N-(2-((5-cyano-4-((2-isopropoxyphenyl)amino)pyrimidin-2-yl)amino)-5-(4-(dimethylamino)piperidin-1-yl)-4-fluorophenyl)acrylamide